palladium (0) tris(triphenylphosphine) C1(=CC=CC=C1)P(C1=CC=CC=C1)C1=CC=CC=C1.C1(=CC=CC=C1)P(C1=CC=CC=C1)C1=CC=CC=C1.C1(=CC=CC=C1)P(C1=CC=CC=C1)C1=CC=CC=C1.[Pd]